C(CCC(=O)[O-])(=O)OC1C(N(C(CC1O)(C)C)CCO)(C)C N-β-hydroxyethyl-2,2,6,6-tetramethyl-4-hydroxypiperidyl succinate